N-(trans-4-(difluoromethoxy)cyclohexyl)-5-(1,5-naphthyridin-2-yl)pyrrolo[2,1-f][1,2,4]triazin-2-amine FC(O[C@@H]1CC[C@H](CC1)NC1=NN2C(C=N1)=C(C=C2)C2=NC1=CC=CN=C1C=C2)F